(R)-6-(2-aminopyrimidin-5-yl)-4-((1-phenylethyl)amino)quinoline-3-carbonitrile NC1=NC=C(C=N1)C=1C=C2C(=C(C=NC2=CC1)C#N)N[C@H](C)C1=CC=CC=C1